FC(CCC=1N=CC2=C(N1)NC=C2)(F)F 2-(3,3,3-trifluoropropyl)-7H-pyrrolo[2,3-d]pyrimidin